[N+](=O)([O-])C=1C=C(C=CC1)CN1C(OC2=C(C1)C=CC(=C2)OC2=NC=CC=N2)=O 3-[(3-nitrophenyl)methyl]-7-(pyrimidin-2-yloxy)-3,4-dihydro-2H-1,3-benzoxazin-2-one